2-(6-chloro-3-ethylsulfonyl-pyrazolo[1,5-a]pyridin-2-yl)-6-(trifluoromethyl)-3H-pyrrolo[3,4-c]pyridin-1-one ClC=1C=CC=2N(C1)N=C(C2S(=O)(=O)CC)N2CC=1C=NC(=CC1C2=O)C(F)(F)F